COC1=C(CC=2C3=C(N=NC2C2=CC(=CC4=CC=CC=C24)O)C(=NC(N3)=O)C32CNCC(CC3)(N2C(=O)[O-])C)C=CC(=C1)OC 5-(2,4-dimethoxybenzyl-3-(3-hydroxynaphthalen-1-yl)-6-oxo-5,6-dihydropyrimido[5,4-c]pyridazin-8-yl)-1-methyl-3,8-diazabicyclo[3.2.1]octane-8-carboxylate